OC1=C(C=CC=C1)C1=C(C(=NC=2C=C(CCC12)C1=C(N=CS1)C)N1CC2(CN(C2)C(C=C)=O)CC1)C#N 4-(2-hydroxyphenyl)-7-(4-methyl-1,3-thiazol-5-yl)-2-(2-(2-propenoyl)-2,6-diazaspiro[3.4]octan-6-yl)-5,6-dihydro-3-quinolinecarbonitrile